B(O)OBO.O=C[C@H](O)[C@@H](O)[C@H](O)CO xylose diboronate